2-chloro-5-isopropoxy-N-((4-(5-(trifluoromethyl)pyridin-2-yl)bicyclo[2.2.2]oct-1-yl)methyl)pyrimidin-4-amine ClC1=NC=C(C(=N1)NCC12CCC(CC1)(CC2)C2=NC=C(C=C2)C(F)(F)F)OC(C)C